COC1=CC(=C(C(=O)N)C=C1)Cl (4-methoxy)chlorobenzamide